Cl.CN(C(=N)N)CC1=CC=CC=2CCCCC12 1-methyl-1-((5,6,7,8-tetrahydronaphthalen-1-yl)methyl)guanidine hydrochloride